(5S)-8-chloro-7-(2,6-difluorophenyl)-2-[(E)-2-ethoxyvinyl]-5-methyl-9-(trifluoromethyl)-5H-pyrimido[1,2-a][1,4]benzodiazepine-3-One ClC1=C(C=CC2=C1C(=N[C@H](C=1N2C=C(C(N1)=O)\C=C\OCC)C)C1=C(C=CC=C1F)F)C(F)(F)F